1-Butyl-2-[7-(1-butyl-3,3-dimethyl-1,3-dihydro-indol-2-ylidene)-hepta-1,3,5-trienyl]-3,3-dimethyl-3H-indolium C(CCC)[N+]1=C(C(C2=CC=CC=C12)(C)C)C=CC=CC=CC=C1N(C2=CC=CC=C2C1(C)C)CCCC